C(=O)(O)CN1CCN2CCCN(CNC(CCC1)CC2)CC(=O)O 4,11-bis(carboxymethyl)-1,4,9,11-tetraazabicyclo[6.6.2]hexadecane